C(C)C1(CCC=2C1=NC(=CC2)NC2=NC(=NC=C2C#N)NC=2C=NC(=CC2)N2CCN(CC2)C)O 4-[(7-ethyl-7-hydroxy-5,6-dihydrocyclopenta[b]pyridin-2-yl)amino]-2-[[6-(4-methylpiperazin-1-yl)-3-pyridyl]amino]pyrimidine-5-carbonitrile